(R)-1-(3-fluorophenyl)-2-((2-methyl-1-((S)-piperidin-3-yl)propan-2-yl)amino)ethan-1-ol FC=1C=C(C=CC1)[C@H](CNC(C[C@H]1CNCCC1)(C)C)O